tin chloride dihydrate O.O.[Sn](Cl)(Cl)(Cl)Cl